pyruvyl acrylate C(C=C)(=O)OC(C(=O)C)=O